FC=1C=C2C(NNC2=CC1OCCOC)(/C(=C/C(=O)[O-])/C(=O)[O-])C1=CC(=NO1)C1=CC=C(C=C1)C(=O)N1CCN(CC1)C1COC1 5-fluoro-6-(2-methoxyethoxy)-3-(3-{4-[4-(oxetan-3-yl) piperazine-1-carbonyl] phenyl}-1,2-oxazol-5-yl)-1H-indazolemaleate